2,5-dichloro-N-[(1RS)-2-hydroxy-1-phenylethyl]isonicotinamide ClC=1C=C(C(=O)N[C@@H](CO)C2=CC=CC=C2)C(=CN1)Cl |r|